N=1C=NC2=NC3=CC=NC(C3=CC21)=O imidazo[4,5-b][1,6]naphthyridin-8-one